spiro[bicyclo[2.2.1]heptane-2,2'-[1,3]dioxolane]-5-carbonitrile O1C2(OCC1)C1CC(C(C2)C1)C#N